O=C(C(=O)[O-])CCC(=O)[O-].[Zn+2] zinc α-ketoglutarate